N-(5-bromo-6-methylpyridin-3-yl)-3-(trifluoromethyl)benzamide methyl-4-[(1S)-1-[(2-amino-6-methyl-pyrimidin-4-yl)amino]ethyl]benzoate COC(C1=CC=C(C=C1)[C@H](C)NC1=NC(=NC(=C1)C)N)=O.BrC=1C=C(C=NC1C)NC(C1=CC(=CC=C1)C(F)(F)F)=O